(1R,3R,5R)-N-((R)-cyclopropyl(2,5-difluoro-4-(trifluoromethyl)phenyl)methyl)-2-(2-(methylsulfonyl)isonicotinoyl)-2-azabicyclo[3.1.0]hexane-3-carboxamide C1(CC1)[C@@H](NC(=O)[C@@H]1N([C@@H]2C[C@@H]2C1)C(C1=CC(=NC=C1)S(=O)(=O)C)=O)C1=C(C=C(C(=C1)F)C(F)(F)F)F